[Cl-].C(=O)(O)C[N+]1=CC=C(C=C1)C=C N-carboxymethyl-4-vinylpyridinium chloride